(3R)-4-{(1S)-2-[4,6-bis(trifluoromethyl)-1,3,5-triazin-2-yl]-6-chloro-2,3,4,9-tetrahydro-1H-pyrido[3,4-b]indol-1-yl}-3-methylbutan-1-ol FC(C1=NC(=NC(=N1)C(F)(F)F)N1[C@H](C=2NC3=CC=C(C=C3C2CC1)Cl)C[C@H](CCO)C)(F)F